3,5-difluoro-4-hydroxy-N-({(1r,4r)-4-[5-(trifluoromethyl)-2H-pyrazolo[3,4-c]pyridin-2-yl]cyclohexyl}methyl)benzamide, ammonium salt [NH4+].FC=1C=C(C(=O)NCC2CCC(CC2)N2N=C3C=NC(=CC3=C2)C(F)(F)F)C=C(C1O)F